N[C@@H](C=C1C(NC2(CC2)C1)=O)CO 6-[(2S)-2-amino-3-hydroxypropylidene]-4-azaspiro[2.4]heptan-5-one